6-chloro-3-((1-(9-chloro-5-(4,4-difluoropiperidin-1-yl)-2-methoxyimidazo[1,2-c]quinazolin-7-yl)ethyl)amino)picolinic acid ClC1=CC=C(C(=N1)C(=O)O)NC(C)C1=CC(=CC=2C=3N(C(=NC12)N1CCC(CC1)(F)F)C=C(N3)OC)Cl